2-((5-aminopyrimidin-2-yl)amino)ethan-1-ol tert-butyl-(3S,5S)-3-[[4-[4-[(4-bromo-1-naphthyl)oxy]-2-methyl-thiazol-5-yl]pyrimidin-2-yl]amino]-5-fluoro-piperidine-1-carboxylate C(C)(C)(C)C1N(C[C@H](C[C@@H]1NC1=NC=CC(=N1)C1=C(N=C(S1)C)OC1=CC=C(C2=CC=CC=C12)Br)F)C(=O)OCCNC1=NC=C(C=N1)N